COC1=CC=C(C=N1)CN(C(C(CC)(C)C)=O)C N-((6-methoxypyridin-3-yl)methyl)-N,2,2-trimethylbutanamide